3-(1-oxo-5-(((1R,2S)-2-((4,5,6,7-tetrahydro-1H-indazol-5-yl)amino)cyclohexyl)methyl)isoindolin-2-yl)piperidine-2,6-dione O=C1N(CC2=CC(=CC=C12)C[C@@H]1[C@H](CCCC1)NC1CC=2C=NNC2CC1)C1C(NC(CC1)=O)=O